C12=CCCCCCC2C1 trans-bicyclo[6.1.0]nonene